C(C)C=1CC2CC(C2C1)=O 3-ethylbicyclo[3.2.0]hept-3-ene-6-one